tert-butyl 4-[[1-[3-[3-[(4-methoxyphenyl)methyl]-2,4-dioxo-hexahydropyrimidin-1-yl]-1-methyl-indazol-7-yl]-4-piperidyl]methyl]piperidine-1-carboxylate COC1=CC=C(C=C1)CN1C(N(CCC1=O)C1=NN(C2=C(C=CC=C12)N1CCC(CC1)CC1CCN(CC1)C(=O)OC(C)(C)C)C)=O